1-(6-aminopyridin-3-yl)-3-((4-methylpiperazin-1-yl)methyl)piperidin-3-ol NC1=CC=C(C=N1)N1CC(CCC1)(O)CN1CCN(CC1)C